ClC=1C=2CCCC2C(=C2CCCC12)NC(=O)N=S(=O)(N)C1=C(C=C(C=C1)C(C)(C)O)F N'-(8-chloro-1,2,3,5,6,7-hexahydro-s-indacen-4-ylcarbamoyl)-2-fluoro-4-(2-hydroxypropan-2-yl)benzenesulfonimidamide